C(=C)N1C=NC=C1 N-Vinylimidazole